C(C1=CC=CC=C1)N(C(=O)OCC)C(C1=CC=CC=C1)OC(C1=CC=CC(=C1)Cl)=O ((benzyl(ethoxycarbonyl)amino)(phenyl)methyl)-5-chlorobenzoate